C(CCC)N1C(=O)N(C(=O)CC1=O)CCCC 1,3-dibutylbarbituric acid